C[C@@]12C=CC[C@H]1[C@@H]1CCC3CC(CC[C@]3(C)[C@H]1CC2)=O androsta-16-en-3-one